4-(3-((((1S,3S)-3-aminocyclohexyl)-methyl)amino)-1-(4-(1-(2-hydroxyethyl)-1H-pyrazol-4-yl)phenyl)-1H-pyrazol-5-yl)-2-fluorobenzonitrile N[C@@H]1C[C@H](CCC1)CNC1=NN(C(=C1)C1=CC(=C(C#N)C=C1)F)C1=CC=C(C=C1)C=1C=NN(C1)CCO